C[Si]1(NCC(CCC1)NC(=O)C1=CC=2C(=CN=C(C2F)C)N1)C N-(1,1-dimethylsilazepan-4-yl)-4-fluoro-5-methyl-1H-pyrrolo[2,3-c]pyridine-2-carboxamide